6-chloro-7-methyl-1-(tetrahydro-2H-pyran-4-yl)-1,3-dihydro-2H-imidazo[4,5-c]pyridin-2-one ClC1=C(C2=C(C=N1)NC(N2C2CCOCC2)=O)C